NC1=NC=C(C=N1)C=1N=C(C2=C(N1)C=C(S2)CN2CCN(CC2)CC2=CC=C(C=C2)C=2C=C1CC[C@@H](N(C1=CC2)CC)C)N2CCOCC2 (S)-1-(6-(4-((4-((2-(2-Aminopyrimidin-5-yl)-4-morpholinothieno[3,2-d]pyrimidin-6-yl)methyl)piperazin-1-yl)methyl)phenyl)-2-methyl-3,4-dihydroquinolin-1(2H)-yl)ethan